[3-({2-[(6-methoxy-2-methyl-1,2,3,4-tetrahydroisoquinolin-7-yl)amino]quinazolin-7-yl}-amino)phenyl]methanol COC=1C=C2CCN(CC2=CC1NC1=NC2=CC(=CC=C2C=N1)NC=1C=C(C=CC1)CO)C